1-(4-chloro-2-(pyrrolidin-2-yl)benzyl)-2-thioxo-1,2,3,5-tetrahydro-4H-pyrrolo[3,2-d]pyrimidin-4-one hydrochloride Cl.ClC1=CC(=C(CN2C(NC(C3=C2C=CN3)=O)=S)C=C1)C1NCCC1